CN1CCCC12CCN(CC2)C2=CC=CC=1NC=NC12 4-(1-methyl-1,8-diazaspiro[4.5]decan-8-yl)-1H-benzo[d]imidazole